F[B-](F)(F)F.N1C=[NH+]C=C1 1H-imidazol-3-ium tetrafluoroborate